4-Chloro-2-methyl-N-(4-(6-oxo-1,6-dihydropyridin-2-yl)benzyl)nicotinamide ClC1=CC=NC(=C1C(=O)NCC1=CC=C(C=C1)C=1NC(C=CC1)=O)C